CC1=CC=C(C=C1)C=1C=C(C(N(N1)C=1C=NN(C1)C)=O)C(=O)NC[C@H](C(F)(F)F)O 6-(4-methylphenyl)-2-(1-methyl-1H-pyrazol-4-yl)-3-oxo-N-[(2R)-3,3,3-trifluoro-2-hydroxypropyl]-2,3-dihydropyridazine-4-carboxamide